NC=1C2=C(N=CN1)N(C=C2C2=CC=C(C=C2)NC(=O)C2=C1N(N(C2=O)C2=CC=CC=C2)CCC1)C[C@@H](C)O (R)-N-(4-(4-amino-7-(2-hydroxypropyl)-7H-pyrrolo[2,3-d]pyrimidin-5-yl)phenyl)-2-oxo-1-phenyl-2,4,5,6-tetrahydro-1H-pyrrolo[1,2-b]pyrazole-3-carboxamide